FC1(CCN(CCC1)C1=C(C(=O)NC2=CC(=CC=C2)[S@@](=O)(=N)C)C(=C(C=N1)C=1C(=NOC1C)C)C)F (R)-2-(4,4-difluoroazepan-1-yl)-5-(3,5-dimethylisoxazol-4-yl)-4-methyl-N-(3-(S-methylsulfonimidoyl)phenyl)nicotinamide